2-pentanone oxime CC(CCC)=NO